N1=CC=CC2=CC=CC(=C12)N[C@H]1CN(CC1)CC(=O)N1[C@@H](CCC1)C#N (2S)-1-[2-[(3R)-3-(8-quinolinylamino)pyrrolidin-1-yl]acetyl]pyrrolidine-2-carbonitrile